2-bromo-1-(4-chlorophenyl)ethanone BrCC(=O)C1=CC=C(C=C1)Cl